CO[C@@H](C1=CC=CC=C1)C(=O)O (S)-(+)-α-methoxyphenylacetic acid